OCCOCCOC=1C=C(C=C(C1)OCCOCCO)C1(C2=CC=CC=C2C=2C=CC=CC12)C1=CC(=CC(=C1)OCCOCCO)OCCOCCO 9,9-bis{3,5-di[2-(2-hydroxyethoxy)ethoxy]phenyl}fluorene